ON(C(=O)C(=O)NO)CC N,N'-dihydroxyethyl-oxamide